(S)-5-(2,4-difluorophenyl)-2-isopropyl-3,4-dihydro-2H-pyrano[2,3-b]Pyridine FC1=C(C=CC(=C1)F)C1=C2C(=NC=C1)O[C@@H](CC2)C(C)C